7-chloro-8-fluoro-5-methyl-2-(methylsulfonyl)pyrido[4,3-d]pyrimidine ClC1=C(C=2N=C(N=CC2C(=N1)C)S(=O)(=O)C)F